2-acrylamidoethanesulfonic acid, sodium salt [Na+].C(C=C)(=O)NCCS(=O)(=O)[O-]